2-[(8-amino-3,6-dioxaoct-1-yl)oxy]ethan-1-ol NCCOCCOCCOCCO